N-(2-bromo-5-(2,3-dihydrobenzo[b][1,4]dioxine-6-carboxamido)phenyl)-2-(2-(Pyrrolidin-1-yl)ethoxy)quinoline-6-carboxamide BrC1=C(C=C(C=C1)NC(=O)C1=CC2=C(OCCO2)C=C1)NC(=O)C=1C=C2C=CC(=NC2=CC1)OCCN1CCCC1